((tert-butyldimethylsilyloxy)methyl)picolinic acid [Si](C)(C)(C(C)(C)C)OCC=1C(=NC=CC1)C(=O)O